C1=C(C=CC2=CC=CC=C12)C=1C(=C(C=C(C1)C1=CC2=CC=CC=C2C=C1)C1=C(C(=CC(=C1)C1=CC2=CC=CC=C2C=C1)C1=CC2=CC=CC=C2C=C1)OCCOC1=C(C2=CC=CC=C2C=C1)C1=C(C=CC2=CC=CC=C12)OCCO)OCCOC1=C(C2=CC=CC=C2C=C1)C1=C(C=CC2=CC=CC=C12)OCCO 2,2'-{[3,3',5,5'-tetra(naphthalen-2-yl)[1,1'-biphenyl]-2,2'-diyl]bis(oxyethane-2,1-diyloxy[1,1'-binaphthalene]-2',2-diyloxy)}di(ethan-1-ol)